C1(=CC=CC=C1)[C@@H]1CCC2=NN(C(N21)=O)C2=CC=C(C=C2)S(=O)(=O)N2CCCC2 (5S)-5-phenyl-2-{4-[(pyrrolidin-1-yl)sulfonyl]phenyl}-2,5,6,7-tetrahydro-3H-pyrrolo[2,1-c][1,2,4]triazol-3-one